C(=O)(NN)NN The molecule is a carbohydrazide obtained by formal condensation between hydrazinecarboxylic acid and hydrazine. It is a carbohydrazide and a one-carbon compound. It derives from a hydrazine and a carbazic acid.